FC(C1=CC=C(C=C1)N1CCC(CC1)CCO)(F)F 2-(1-(4-(trifluoromethyl)phenyl)piperidin-4-yl)ethan-1-ol